C[C@H](CCC(=O)O)[C@H]1CC[C@@H]2[C@@]1(C(=O)C[C@H]3[C@H]2C(=O)C[C@H]4[C@@]3(CC[C@H](C4)O)C)C The molecule is a bile acid that is lithocholic acid carrying two additional oxo substituents at positions 7 and 12. It has a role as a bacterial metabolite. It is a bile acid, a monohydroxy-5beta-cholanic acid, an oxo-5beta-cholanic acid, a 7-oxo steroid, a 12-oxo steroid and a 3alpha-hydroxy steroid. It derives from a lithocholic acid. It is a conjugate acid of a 7,12-dioxolithocholate.